NCCC1CCN(CC1)C(=O)[C@H](CC(C)C)N1C([C@@H](NCC1)C)=O (S)-1-[(S)-1-{[4-(2-Aminoethyl)-1-piperidyl]carbonyl}-3-methylbutyl]-3-methyl-2-piperazinone